C(C1=CC=CC=C1)N1C(CCCC1)=O N-benzyl-piperidone